2-(2-Chlorophenyl)-N-{4-[1-(difluoromethyl)-1H-pyrazol-4-yl]-5-sulfamoyl-2-(trifluoromethyl)phenyl}acetamide ClC1=C(C=CC=C1)CC(=O)NC1=C(C=C(C(=C1)S(N)(=O)=O)C=1C=NN(C1)C(F)F)C(F)(F)F